2-[(acetoxy)methyl]-2-methylcyclopropane-1-carboxylic acid C(C)(=O)OCC1(C(C1)C(=O)O)C